3-(5-(((3S,4S)-1-ethyl-4-fluoropiperidin-3-yl)oxy)-1-oxoisoindolin-2-yl)piperidine-2,6-dione C(C)N1C[C@@H]([C@H](CC1)F)OC=1C=C2CN(C(C2=CC1)=O)C1C(NC(CC1)=O)=O